1-(3-amino-6-(2,5-dimethyl-1,2,3,4-tetrahydroisoquinolin-7-yl)pyrazin-2-yl)-N-(2-morpholinoethyl)-1H-pyrazole-4-carboxamide NC=1C(=NC(=CN1)C1=CC(=C2CCN(CC2=C1)C)C)N1N=CC(=C1)C(=O)NCCN1CCOCC1